CC(C)(C)C1=CC=C(C=C1)C(=NNC1=CC=CC=C1)Cl 4-(1,1-DIMETHYLETHYL)-N-phenylbenzenecarbohydrazonoyl chloride